4-cyano-4'-dodecyl-p-terphenyl C(#N)C1=CC=C(C=C1)C1=CCC(C=C1)(C1=CC=CC=C1)CCCCCCCCCCCC